7-(1-ethyl-1H-pyrazol-4-yl)-1,2-dimethyl-1H-indole-3-carboxylic acid C(C)N1N=CC(=C1)C=1C=CC=C2C(=C(N(C12)C)C)C(=O)O